4-(6-(4-((2-methoxypyridin-4-yl)methyl)piperazin-1-yl)pyridin-3-yl)-6-(1-methyl-1H-pyrazol-4-yl)pyrazolo[1,5-a]pyrazine-3-carbonitrile COC1=NC=CC(=C1)CN1CCN(CC1)C1=CC=C(C=N1)C=1C=2N(C=C(N1)C=1C=NN(C1)C)N=CC2C#N